ClN1[SiH](N[SiH](N[SiH]1C(C)C)C(C)C)C(C)C 1-chloro-2,4,6-tri-iso-propylcyclotrisilazane